C1=C(C=CC2=CC=CC=C12)C1(NC=NC2=CC(=C(C=C12)N)OCCN1CCCCC1)N 4-(naphthalen-2-yl)-7-(2-(piperidin-1-yl)ethoxy)quinazoline-4,6-diamine